N12CCCN=C2NCCC1 1,5,7-tri-azabicyclo[4.4.0]dec-5-ene